3-(1-methyl-1,2,5,6-tetrahydropyridin-3-yl)-1H-indole CN1CC(=CCC1)C1=CNC2=CC=CC=C12